C(=O)(C=C)N1CCC(CCC1)(C)C acryl-4,4-dimethylhexamethyleneimine